4-(5-chloro-1-heptyl-3-(isothiazole-4-carboxamido)-1H-pyrazolo[3,4-b]pyridin-6-yl)phenyl (3-(dimethylamino)propyl)carbamate CN(CCCNC(OC1=CC=C(C=C1)C1=C(C=C2C(=N1)N(N=C2NC(=O)C=2C=NSC2)CCCCCCC)Cl)=O)C